CC=1C=C(C=CC1)NCC1=CC=C(C=C1)C1=NC2=C(N1)C=CC=C2C(=O)N 2-(4-(((3-methylphenyl)amino)methyl)phenyl)-1H-benzimidazole-4-carboxamide